P(=O)(OCCCCCCCC)(O[Si](C)(C)C)O[Si](C)(C)C octyl bis(trimethylsilyl) phosphate